ClC1=CC=C(C(=N1)C(=O)O)N[C@@H](C)C=1C=C(C=C2C(N(C(=NC12)N1CC2C(C2C1)(F)F)C)=O)C 6-chloro-3-(((1S)-1-(2-(6,6-difluoro-3-azabicyclo[3.1.0]hexan-3-yl)-3,6-dimethyl-4-oxo-3,4-dihydroquinazolin-8-yl)ethyl)amino)picolinic acid